C(C)OC(C1=C(N=C(C=C1Cl)Cl)C)=O 4,6-dichloro-2-methylnicotinic acid ethyl ester